3-(2-aminoethyl)-1,5-pentanediamine NCCC(CCN)CCN